calcium-magnesium water O.[Mg].[Ca]